BrCCF 1-bromo-2-Fluoro-ethane